N-trimethylsilyl(piperidine-2-yl)propyl(methyl)diethoxysilane C[Si](N1C(CCCC1)CCO[Si](OCC)(C)CCC)(C)C